C12(CC(C1)C2)N2[C@@H](C=1NC3=CC=CC=C3C1C[C@H]2C)C2=CC=C(C=C2)N[C@@H]2CN(C[C@@H]2F)CCC (3R,4S)-N-(4-((1R,3R)-2-(bicyclo[1.1.1]pentan-1-yl)-3-methyl-2,3,4,9-tetrahydro-1H-pyrido[3,4-b]indol-1-yl)phenyl)-4-fluoro-1-propylpyrrolidin-3-amine